O[C@@H]1[C@H](CNC1)NC(OC(C)(C)C)=O |o1:1,2| tert-butyl ((3S*,4S*)-4-hydroxypyrrolidin-3-yl)carbamate